N[C@@H]1C2=CC=CC=C2CC12CCN(CC2)C=2N=CC(=NC2CO)C#CCOC2=CC(=C(C(=O)N)C=C2)F (S)-4-((3-(5-(1-Amino-1,3-dihydrospiro[indene-2,4'-piperidin]-1'-yl)-6-(hydroxymethyl)Pyrazin-2-yl)prop-2-yn-1-yl)oxy)-2-fluorobenzamide